O=C1NC(CC[C@@H]1N1C(C2=CC=C(C(=C2C1)F)N1CCC(CC1)C=O)=O)=O 1-[2-[(3S)-2,6-dioxo-3-piperidyl]-4-fluoro-1-oxo-isoindolin-5-yl]piperidine-4-carbaldehyde